(R)-2-[[1-[3-[(2,2-Difluoro-1,3-benzodioxol-5-yl)-methyl-carbamoyl]phenyl]-3-(trifluoromethyl)-4,5,6,7-tetrahydroindazol-7-yl]oxy]pyridin FC1(OC2=C(O1)C=CC(=C2)N(C(=O)C=2C=C(C=CC2)N2N=C(C=1CCC[C@H](C21)OC2=NC=CC=C2)C(F)(F)F)C)F